(3-(2-aminoquinazolin-6-yl)-4-methylphenyl)-4-(difluoromethyl)-3-((4-methylpiperazin-1-yl)methyl)benzamide NC1=NC2=CC=C(C=C2C=N1)C=1C=C(C=CC1C)C1=C(C(=O)N)C=CC(=C1CN1CCN(CC1)C)C(F)F